rac-N-{6-[cyclopropyl(hydroxy)methyl]pyridin-3-yl}-1-[4-fluoro-2-(2,2,2-trifluoroethoxy)phenyl]-2-oxo-1,2-dihydropyridine-3-carboxamide C1(CC1)[C@H](C1=CC=C(C=N1)NC(=O)C=1C(N(C=CC1)C1=C(C=C(C=C1)F)OCC(F)(F)F)=O)O |r|